NC=1SC=C(N1)C(=O)N[C@@H]1C[C@@H](CCC1)NC=1C2=C(N=C(N1)Cl)N(C=C2)C |r| (+/-)-cis-2-amino-N-(3-((2-chloro-7-methyl-7H-pyrrolo[2,3-d]pyrimidin-4-yl)amino)cyclohexyl)thiazole-4-carboxamide